N-[[5-prop-2-ynoxy-1-[4-(trifluoromethyl)phenyl]indazol-3-yl]methyl]prop-2-enamide C(C#C)OC=1C=C2C(=NN(C2=CC1)C1=CC=C(C=C1)C(F)(F)F)CNC(C=C)=O